C(CCC(=O)[O-])(=O)OCC(C)(C)C Neopentyl Succinate